(5-fluoro-2-methoxyphenyl)carboxamide FC=1C=CC(=C(C1)C(=O)N)OC